COC(C(C(C)C)C1=C(C(=NO1)OCC(OCC)OCC)Cl)=O 2-[4-chloro-3-(2,2-diethoxyethoxy)isoxazol-5-yl]-3-methyl-butyric acid methyl ester